C(C)(C)(C)C1=C(C=C(C(=C1)SC1=CC(=C(C(=C1)C)O)C(C)(C)C)C)OP(OC1=C(C=C(C(=C1)C)SC1=CC(=C(C(=C1)C)O)C(C)(C)C)C(C)(C)C)OC1=C(C=C(C(=C1)C)SC1=CC(=C(C(=C1)C)O)C(C)(C)C)C(C)(C)C tris[2-tert-butyl-4-(3-tert-butyl-4-hydroxy-5-methylphenylthio)-5-methylphenyl]phosphite